N-(2-cyano-4-nitrophenyl)-3-chlorobenzamide C(#N)C1=C(C=CC(=C1)[N+](=O)[O-])NC(C1=CC(=CC=C1)Cl)=O